6-amino-4-(4-chlorobenzyl)-2-(4-(pyridin-2-yloxy)phenyl)pyrazolo[1,5-a]pyrimidin-5(4h)-one NC=1C(N(C=2N(C1)N=C(C2)C2=CC=C(C=C2)OC2=NC=CC=C2)CC2=CC=C(C=C2)Cl)=O